(4-isopropylphenyl)(1-methyl-4,10-dihydrobenzo[b]pyrazolo[3,4-e][1,4]diazepin-5(1H)-yl)methanone C(C)(C)C1=CC=C(C=C1)C(=O)N1C2=C(NC3=C(C1)C=NN3C)C=CC=C2